O1C=2C(OCC1CCCCCC)=CSC2 6-(2,3-dihydro-thieno[3,4-b][1,4]dioxin-2-yl)hexane